BrC=1C=CC(=C(C(=O)OC)C1)CBr methyl 5-bromo-2-(bromomethyl)benzoate